(1R)-1-[[(tert-butoxy)carbonyl]amino]-2,3-dihydro-1H-indene-5-carboxylic acid C(C)(C)(C)OC(=O)N[C@@H]1CCC2=CC(=CC=C12)C(=O)O